C(C1=CC=CC=C1)O[C@@H]1[C@H]([C@H](OC(C)C)O[C@@H]([C@H]1O)COCC1=CC=CC=C1)N1C(C2=CC=CC=C2C1=O)=O Isopropyl 3,6-di-O-benzyl-2-deoxy-2-(1,3-dioxo-1,3-dihydro-2H-isoindol-2-yl)-β-D-glucopyranoside